(S)-N-{(S)-1-[2-(benzo[d]isoxazol-3-yl)phenyl]-2-(6-bromo-3-methylpyridin-2-yl)ethyl}-2-methylpropane-2-sulfinamide O1N=C(C2=C1C=CC=C2)C2=C(C=CC=C2)[C@H](CC2=NC(=CC=C2C)Br)N[S@@](=O)C(C)(C)C